C(C)(C)(C)OC(=O)N(C=1OC2=C(N1)C=CC(=C2)O)C[C@@H]2CN(CC2)C(=O)[O-] (S)-3-(((tert-butoxycarbonyl)(6-hydroxybenzo[d]oxazol-2-yl)amino)methyl)pyrrolidine-1-carboxylate